C(C)C(CC=1C(=C(C(=O)[O-])C=CC1C(=O)[O-])CC(CCCCC)CCC)CCCC (2-Ethylhexyl)(2-propylheptyl)terephthalat